N-(2-((1r,4r)-4-(hydroxymethyl)cyclohexyl)-6-methoxy-2H-pyrazolo[3,4-b]pyridin-5-yl)-6-(trifluoromethyl)picolinamide OCC1CCC(CC1)N1N=C2N=C(C(=CC2=C1)NC(C1=NC(=CC=C1)C(F)(F)F)=O)OC